C(#N)N1C[C@H](CC1)C(=O)NC1=NC=CC(=C1)C=1N=CC=2N(C1)C=CN2 (S)-1-cyano-N-(4-(imidazo[1,2-a]pyrazin-6-yl)pyridin-2-yl)pyrrolidine-3-carboxamide